(2R,5S)-4-(1-(5-amino-4H-1,2,4-triazol-3-yl)piperidin-4-yl)-5-(4-chlorobenzyl)-N-isopropylmorpholine-2-carboxamide 2,2,2-trifluoroacetate FC(C(=O)O)(F)F.NC=1NC(=NN1)N1CCC(CC1)N1C[C@@H](OC[C@@H]1CC1=CC=C(C=C1)Cl)C(=O)NC(C)C